FC=1C=C2C=C(NC2=CC1C=1N=NC(=CC1)OC)CNC(C)=O N-((5-fluoro-6-(6-methoxypyridazin-3-yl)-1H-indol-2-yl)methyl)acetamide